N-(6-(3-fluoro-2-methylphenyl)imidazo[1,2-a]pyridin-2-yl)cyclobutanecarboxamide FC=1C(=C(C=CC1)C=1C=CC=2N(C1)C=C(N2)NC(=O)C2CCC2)C